C(C)(C)(C)C(C(=O)OC(CCCCCCCCCCCCCCCCCCC)C1=CC=CC=C1)C1(CCNCC1)O phenyl-eicosanol tert-butyl-2-(4-hydroxy-piperidin-4-yl)acetate